4-(tert-butylamino)-2-((1r,4r)-4-(2,2,2-trifluoroethoxy)cyclohexylamino)pyrimidine-5-carboxamide C(C)(C)(C)NC1=NC(=NC=C1C(=O)N)NC1CCC(CC1)OCC(F)(F)F